N,N'-bis(2,5-dibenzyloxy-4-ethoxycarbonylphenyl)urea C(C1=CC=CC=C1)OC1=C(C=C(C(=C1)C(=O)OCC)OCC1=CC=CC=C1)NC(=O)NC1=C(C=C(C(=C1)OCC1=CC=CC=C1)C(=O)OCC)OCC1=CC=CC=C1